2-[[(1R)-1-[2-(6-Methoxy-1,5-naphthyridin-2-yl)-6-methyl-4-oxo-chromen-8-yl]ethyl]amino]benzoic acid COC=1N=C2C=CC(=NC2=CC1)C=1OC2=C(C=C(C=C2C(C1)=O)C)[C@@H](C)NC1=C(C(=O)O)C=CC=C1